FC1=C(C=C(C=C1)F)N1CC(CC1)CNC(=O)N1C=NC(=C1)C1=CC=C(C=C1)OCC1=CC=C(C=C1)S(=O)(=O)C N-((1-(2,5-difluorophenyl)pyrrolidin-3-yl)methyl)-4-(4-(4-(methylsulfonyl)benzyloxy)phenyl)-1H-imidazole-1-carboxamide